C[C@](N)(CC1=CC=C(C=C1)OC)C(=O)O |r| α,O-dimethyl-DL-tyrosine